ClC1=CC(=CN=N1)N1CCC(CC1)(C(=O)OC)C1=CC=C(C=C1)F methyl 1-(6-chloropyridazin-4-yl)-4-(4-fluorophenyl)piperidine-4-carboxylate